FC1=CC=C2C=C(C=NC2=C1F)C(=O)O 7,8-difluoroquinoline-3-carboxylic acid